FC1=C(C=CC(=C1)F)COC1CNC1 3-[(2,4-difluorophenyl)meth-oxy]azetidine